C(#N)C=1C=C(C=NC1OC1CCN(CC1)C1CCOCC1)S(=O)(=O)NC(C1=C(C=CC=C1)OC=1C=C2C(=NC1)NC=C2)=O N-({5-cyano-6-[(1-tetrahydro-2H-pyran-4-ylpiperidin-4-yl)oxy]pyridin-3-yl}sulfonyl)-2-(1H-pyrrolo[2,3-b]pyridin-5-yloxy)benzamide